5-methyl-2-(2-mercaptoprop-2-yl)-1-cyclohexanone CC1CCC(C(C1)=O)C(C)(C)S